N1C=NC2=C1C=CC(=C2)N2C(OC[C@@H]2C2=CC(=C(C=C2)N2CC(CC2)(F)F)F)=O (S)-3-(1H-benzo[d]imidazol-5-yl)-4-(4-(3,3-difluoropyrrolidin-1-yl)-3-fluorophenyl)oxazolidin-2-one